C(C=C)N(CCN)CCN 1-[N-Allyl(2-aminoethyl)amino]-2-aminoethane